C(C)(C)(C)C=1C(=CC(=C(C(=O)O)C1)F)O 5-(tert-butyl)-2-fluoro-4-hydroxybenzoic acid